C(C)(C)C1=C(N(C=2N=C(N=C(C21)C2=CC=CC=C2)N)S(=O)(=O)C2=CC=C(C)C=C2)C isopropyl-6-methyl-4-phenyl-7-tosyl-7H-pyrrolo[2,3-d]pyrimidin-2-amine